N(=[N+]=[N-])CCCNC([C@H](CCCCN(C)C)NC(CCC=1C=CC2=CC=3N([B-]([N+]21)(F)F)C(=CC3C)C)=O)=O (S)-N-(3-azidopropyl)-2-(3-(5,5-difluoro-7,9-dimethyl-dipyrrolo[1,2-c:2',1'-f][1,3,2]diazaborinin-4-ium-5-uid-3-yl)propanamido)-6-(dimethylamino)hexanamide